NCC(C)=C1CN(C1)C1=NC(=NC=2NC3=C(C=C(C=C3C21)F)NC)OC=2C=NC(=NC2)C 4-(3-(1-aminopropane-2-ylidene)azetidin-1-yl)-6-fluoro-N-methyl-2-((2-methylpyrimidin-5-yl)oxy)-9H-pyrimido[4,5-b]indol-8-amine